C1=CC=CC=2C3=CC=CC=C3C(C12)N([C@](C(=O)O)(CC(C)C)C)C(=O)OC (2S)-2-(9H-fluoren-9-yl-methoxycarbonyl-amino)-2,4-dimethyl-pentanoic acid